tert-butyl N-[1-[4-[4-[[[2-(2,6-dioxo-3-piperidyl)-1,3-dioxo-isoindolin-4-yl]amino]methyl]pyrazol-1-yl]piperidine-1-carbonyl]cyclobutyl]carbamate O=C1NC(CCC1N1C(C2=CC=CC(=C2C1=O)NCC=1C=NN(C1)C1CCN(CC1)C(=O)C1(CCC1)NC(OC(C)(C)C)=O)=O)=O